COC1=C(C(=CC(=C1)C)C)C1=CC2=C(N=N1)C(=CN2C(=O)OC(C)(C)C)C2CN(CCC2)C tert-butyl 3-(2-methoxy-4,6-dimethylphenyl)-7-(1-methylpiperidin-3-yl)-5H-pyrrolo[3,2-c]pyridazine-5-carboxylate